C(C)O.S(=O)(=O)(O)O.C(CCCCCCCCCCC)OCCCCCCCCCCCC lauryl ether sulfate monoethanol salt